ClC1=C(C=CC=C1F)C1(C(CCCC1)=O)N 2-(2-chloro-3-fluorophenyl)-2-Aminocyclohexanone